tert-butyl 6-(4-(3-amino-6-(2-hydroxyphenyl)pyridazin-4-yl) phenyl)-2-azaspiro[3.3]heptane-2-carboxylate NC=1N=NC(=CC1C1=CC=C(C=C1)C1CC2(CN(C2)C(=O)OC(C)(C)C)C1)C1=C(C=CC=C1)O